1-(4-(2-(4-bromophenyl)propan-2-yl)thiazol-2-yl)-3-((2-((2-(piperazin-1-yl)ethyl)amino)pyrimidin-5-yl)methyl)urea BrC1=CC=C(C=C1)C(C)(C)C=1N=C(SC1)NC(=O)NCC=1C=NC(=NC1)NCCN1CCNCC1